C(C)(C)(C)N1CCN(CC1)C1=NC(=NC2=CC(=C(C=C12)Cl)C1=NC(=CC=C1C(F)(F)F)N(CC1=CC=C(C=C1)OC)CC1=CC=C(C=C1)OC)OC(C)(C)[C@H]1N(CCC1)C tert-butyl-(S)-4-(7-(6-(bis(4-methoxybenzyl)amino)-3-(trifluoromethyl)pyridin-2-yl)-6-chloro-2-((2-(1-methylpyrrolidin-2-yl)propan-2-yl)oxy)quinazolin-4-yl)piperazine